ClC1=CC=C(C(=N1)F)O[C@H](C)C=1C=C(C=C2C(C(=C(OC12)C1CC1)C)=O)C 8-[(1R)-1-[(6-Chloro-2-fluoro-3-pyridyl)oxy]ethyl]-2-cyclopropyl-3,6-dimethyl-chromen-4-one